FC1=CC(=C(C=C1)NC1=CC(=NC=C1C(=O)NC=1C(=NC(=CC1)OC)C)C(F)(F)F)C 4-((4-fluoro-2-meth-ylphenyl)amino)-N-(6-methoxy-2-meth-ylpyridin-3-yl)-6-(trifluoromethyl)-nicotinamide